benzyl 4-((6-(oxetan-3-yl)isoquinolin-3-yl)carbamoyl)piperidine-1-carboxylate O1CC(C1)C=1C=C2C=C(N=CC2=CC1)NC(=O)C1CCN(CC1)C(=O)OCC1=CC=CC=C1